chrysenequinone diimine rhodium(II) [Rh+2].C1(C(C=CC=2C3=CC=C4C=CC=CC4=C3C=CC12)=N)=N